FC=1C(=CC2=C(N=C(O2)C)C1)N(C(=O)C=1C=C(C=CC1)N1N=C(C=C1COC1=CC=C(C(=O)O)C=C1)C(F)(F)F)C 4-[[2-[3-[(5-fluoro-2-methyl-1,3-benzoxazol-6-yl)-methyl-carbamoyl]phenyl]-5-(trifluoromethyl)pyrazol-3-yl]methoxy]benzoic acid